N(=[N+]=[N-])[C@@H]1CC[C@H](OC1O)CN(C(OCC1=CC=CC=C1)=O)CC1=CC=CC=C1 benzyl N-[[(2s,5R)-5-azido-6-hydroxy-tetrahydropyran-2-yl]methyl]-N-benzyl-carbamate